N1(C(CCC1)=O)C(=O)[O-] Pyrrolidon-Carboxylat